4-(methylsulfonyl)phenyl-boronic acid CS(=O)(=O)C1=CC=C(C=C1)B(O)O